C(=O)O.N[C@H](CC1=C(C=2N=C(N=C(C2S1)NCC1=CC=NS1)Cl)C)CC 6-[(2S)-2-aminobutyl]-2-chloro-7-methyl-N-[(1,2-thiazol-5-yl)methyl]thieno[3,2-d]pyrimidine-4-amine formate